C(C)OC(C=CC(=O)OCC)=O.[Na] Sodium 1,4-diethoxy-1,4-dioxo-2-butene